C1(=CC=C(C=C1)C1=NOC(=N1)C(=O)OC)C methyl 3-(4-tolyl)-1,2,4-oxadiazole-5-carboxylate